FC(C1=C2C=CNC2=CC(=C1)C(C)NC1=NC(=NC2=CC=CC=C12)C)F 4-((1-(4-(difluoromethyl)-1H-indol-6-yl)ethyl)amino)-2-methylquinazoline